6,7,8,9-tetrahydrodibenzo[B,d]furan-4-carboxylic acid C1=CC=C(C=2OC3=C(C21)CCCC3)C(=O)O